FC(C(=O)O)(F)F.ClC1=CNC2=NC=C(C=C21)CNC([C@H](C)NC(=O)[C@@H]2NC[C@H](C2)CC2=CC(=C(C=C2)F)Cl)=O (2R,4S)-N-((S)-1-(((3-chloro-1H-pyrrolo[2,3-b]pyridin-5-yl)methyl)amino)-1-oxopropan-2-yl)-4-(3-chloro-4-fluorobenzyl)pyrrolidine-2-carboxamide trifluoroacetate